COC1=CC2=C(C=N1)CC1(CCNCC1)[C@@H]2N[S@](=O)C(C)(C)C (R)-N-[(5S)-3-methoxyspiro[5,7-dihydrocyclopenta[c]pyridine-6,4'-piperidine]-5-yl]-2-methylpropane-2-sulfinamide